1-[5-(2,4-Diamino-pyrimidin-5-yloxy)-4-isopropyl-2-methoxy-phenyl]-3-phenyl-urea NC1=NC=C(C(=N1)N)OC=1C(=CC(=C(C1)NC(=O)NC1=CC=CC=C1)OC)C(C)C